C(#N)C(C)(C)C=1C=C(C=CC1)C=1N=C2N(C(C1C)=O)C=C(C=C2[C@@H](C)NC2=C(C(=O)O)C=CC=C2)C (R)-2-((1-(2-(3-(2-cyanopropan-2-yl)phenyl)-3,7-dimethyl-4-oxo-4H-pyrido[1,2-a]pyrimidin-9-yl)ethyl)amino)benzoic acid